2-Amino-4-ethyl-6-methoxy-1,3,5-triazin NC1=NC(=NC(=N1)CC)OC